NC1=C2C(=NC=N1)NN=C2C(=O)NC=2OC1=C(N2)C=C(C=C1)OC 4-amino-N-(5-methoxybenzo[d]oxazol-2-yl)-1H-pyrazolo[3,4-d]pyrimidine-3-carboxamide